FC(N1N=CC(=C1)C=1N=C(SC1)C=O)(F)F 4-[1-(trifluoromethyl)pyrazol-4-yl]thiazole-2-carbaldehyde